Cl.FC=1C=C(C=CC1F)[C@H]1[C@@H](C1)NC1=C2C(=NC(=N1)SCCC)N(N=C2)CC N-((1R,2S)-2-(3,4-difluorophenyl)cyclopropyl)-1-ethyl-6-(propylsulfanyl)-1H-pyrazolo[3,4-d]pyrimidin-4-amine hydrochloride